FC([C@](C)(F)C=1C=C(C=CC1)NC(=O)C1=NC2=C(N1)C=CC=C2C(F)(F)F)(C2=NN=CN2C)F (R)-N-(3-(1,1,2-trifluoro-1-(4-methyl-4H-1,2,4-triazol-3-yl)propan-2-yl)phenyl)-4-(trifluoromethyl)-1H-benzo[d]imidazole-2-carboxamide